4,5α-epoxy-3-hydroxy-17-methyl-6-morphinanone OC=1C=CC=2C[C@@H]3[C@@H]4CCC([C@H]5[C@@]4(C2C1O5)CCN3C)=O